S(OC1=CC=C(C=C1)OCC1=C(C=C(C=C1F)N1N=C(N=C1)N)F)(=O)(=O)F 4-((4-(3-amino-1H-1,2,4-triazol-1-yl)-2,6-difluorobenzyl)oxy)phenyl sulfurofluoridate